1,1,1-trifluoro-4-phenylbut-3-ene FC(CC=CC1=CC=CC=C1)(F)F